C(=O)OCC ethyl methanoate